ethyl 3-[2-chloro-5-(3-chloro-5-trifluoromethyl-2-pyridyl)-4-fluoro-phenyl]-5-methyl-4H-isoxazole-5-carboxylate ClC1=C(C=C(C(=C1)F)C1=NC=C(C=C1Cl)C(F)(F)F)C1=NOC(C1)(C(=O)OCC)C